4-(5-(3,5-dichloro-4-fluorophenyl)-5-(trifluoromethyl)-4,5-dihydroisoxazol-3-yl)-N-(1,5-diethyl-1H-1,2,4-triazol-3-yl)-2-methylbenzamide ClC=1C=C(C=C(C1F)Cl)C1(CC(=NO1)C1=CC(=C(C(=O)NC2=NN(C(=N2)CC)CC)C=C1)C)C(F)(F)F